(S)-2-(4-(4-acetylpiperazin-1-yl)phenylamino)-4-(1-phenylethyl-amino)pyrimidine-5-carboxamide C(C)(=O)N1CCN(CC1)C1=CC=C(C=C1)NC1=NC=C(C(=N1)N[C@@H](C)C1=CC=CC=C1)C(=O)N